Tert-butyl (3S)-3-(3-methyl-2-oxo-1H-benzimidazol-5-yl)pyrrolidine-1-carboxylate CN1C(NC2=C1C=C(C=C2)[C@H]2CN(CC2)C(=O)OC(C)(C)C)=O